COC1=CC=C(C(=O)NC=2C=NC(=CC2)N2C3CN(CC2CC3)C3=NC=CC=C3)C=C1 4-methoxy-N-(6-(3-(pyridin-2-yl)-3,8-diazabicyclo[3.2.1]octan-8-yl)pyridin-3-yl)benzamide